(4-methoxyphenoxy)piperidine COC1=CC=C(ON2CCCCC2)C=C1